C(C)NC(=O)C=1C(=CC2=C(OCC(N2)C)N1)CC1=CC=C(C=C1)F N-ethyl-7-(4-fluorobenzyl)-2-methyl-2,3-dihydro-1H-pyrido[2,3-b][1,4]oxazine-6-carboxamide